N[C@@H]([C@H](O)C)C(=O)OC Methyl L-Threoninate